OCC1=CC=C(C=C1)C1=CC2=C(N=CN=C2N([C@H](CO)C2=CC=CC=C2)C)N1 (S)-2-((6-(4-(Hydroxymethyl)phenyl)-7H-pyrrolo[2,3-d]pyrimidin-4-yl)(methyl)amino)-2-phenylethan-1-ol